6-chloro-3-((2-chloro-3-(oxaAzol-2-yl)phenyl)sulfanyl)-5-vinylpyrazin-2-amine ClC1=C(N=C(C(=N1)N)SC1=C(C(=CC=C1)C=1OC=CN1)Cl)C=C